methyl 4-amino-7-(1-methylcyclopropyl)-6-vinyl-7H-pyrrolo[2,3-d]pyrimidine-5-carboxylate NC=1C2=C(N=CN1)N(C(=C2C(=O)OC)C=C)C2(CC2)C